6-Chloro-1-methyl-4-[4-(5-methyl-1,3-benzoxazol-2-yl)piperidin-1-yl]-2-oxo-7-{[(3S)-oxolan-3-yl]oxy}-1,2-dihydroquinoline-3-carboxamide ClC=1C=C2C(=C(C(N(C2=CC1O[C@@H]1COCC1)C)=O)C(=O)N)N1CCC(CC1)C=1OC2=C(N1)C=C(C=C2)C